3-(4-tert-butylphenyl)-5-cyano-4,6-diamino-2-ethoxycarbonyl-1-p-toluenesulfonyl-2,3-dihydro-1H-pyrrolo[2,3-b]pyridine C(C)(C)(C)C1=CC=C(C=C1)C1C(N(C2=NC(=C(C(=C21)N)C#N)N)S(=O)(=O)C2=CC=C(C)C=C2)C(=O)OCC